ClC=1C2=C(N=CN1)N(C(=C2)Cl)C2=CC=C(C=C2)[C@H]2N([C@H](COC2)C)C(=O)OC(C)(C)C tert-butyl (3R,5S)-3-(4-(4,6-dichloro-7H-pyrrolo[2,3-d]pyrimidin-7-yl)phenyl)-5-methylmorpholine-4-carboxylate